C(CC)C1=C(NC(=C1C(=O)N)C1=CC=NC=C1)C1=CC=C(C=C1)C(F)(F)F propyl-5-(pyridin-4-yl)-2-(4-(trifluoromethyl)phenyl)Azole-4-carboxamide